tert-butyl 6-{1-[7-({8-fluoro-2-methylimidazo[1,2-a]pyridin-6-yl}carbamoyl)-2-methylindazol-4-yl]pyrrolidin-3-yl}-3,6-diazabicyclo[3.1.0]hexane-3-carboxylate FC=1C=2N(C=C(C1)NC(=O)C1=CC=C(C3=CN(N=C13)C)N1CC(CC1)N1C3CN(CC13)C(=O)OC(C)(C)C)C=C(N2)C